6-(1-azidoethyl)nicotinic hydrazide N(=[N+]=[N-])C(C)C1=NC=C(C(=O)NN)C=C1